(S)-1-cyano-N-(6-(3,5-dimethylisoxazol-4-yl)imidazo[1,2-a]pyridin-2-yl)pyrrolidine-3-carboxamide C(#N)N1C[C@H](CC1)C(=O)NC=1N=C2N(C=C(C=C2)C=2C(=NOC2C)C)C1